C(CCCCCCCCCCCCCCC)[N+](C)(C)C hexadecyltrimethylammonium